4-(dimethoxymethyl)-1-(2-fluoro-4-iodo-phenyl)piperidine COC(C1CCN(CC1)C1=C(C=C(C=C1)I)F)OC